C(C)(=O)N1CCC(CC1)COC=1C=C2C(NC(=NC2=CC1)C=1C=C2C(=CN1)SC=C2)=O 6-(1-acetyl-piperidin-4-ylmethoxy)-2-thieno[2,3-c]pyridin-5-yl-3H-quinazolin-4-one